NC=1N=CC2=CC(=CC=C2C1C(=O)NCC1CNC1)C1=C(C=CC=C1C)F 3-amino-N-(azetidin-3-ylmethyl)-7-(2-fluoro-6-methyl-phenyl)isoquinoline-4-carboxamide